[Na+].[O-]C(=O)CCCCCCCCC capric acid, sodium salt